(3S)-tert-butyl 4-(7-(2-(allyloxy)-6-chlorophenyl)-6-fluoro-1-(2-isopropyl-6-vinylphenyl)-2-oxo-1,2-dihydropyrido[2,3-d]pyrimidin-4-yl)-3-methylpiperazine-1-carboxylate C(C=C)OC1=C(C(=CC=C1)Cl)C=1C(=CC2=C(N(C(N=C2N2[C@H](CN(CC2)C(=O)OC(C)(C)C)C)=O)C2=C(C=CC=C2C=C)C(C)C)N1)F